N-arachidoyl-threonine C(CCCCCCCCCCCCCCCCCCC)(=O)N[C@@H]([C@H](O)C)C(=O)O